[N+](=O)([O-])C=1C=C(C=CC1)C=1N=NNN1 5-(3-nitrophenyl)-2H-tetrazole